tert-butyl (3R,4R)-4-(((benzyloxy) carbonyl) amino)-3-hydroxypiperidine-1-carboxylate C(C1=CC=CC=C1)OC(=O)N[C@H]1[C@@H](CN(CC1)C(=O)OC(C)(C)C)O